(5-Chloro-1-methyl-1H-indol-2-yl)(4-(thiazole-2-carbonyl)piperidin-1-yl)methanone methyl-2-(4-(tert-butoxycarbonyl)piperazin-1-yl)-4-methylbenzo[d]thiazole-6-carboxylate COC(=O)C1=CC2=C(N=C(S2)N2CCN(CC2)C(=O)OC(C)(C)C)C(=C1)C.ClC=1C=C2C=C(N(C2=CC1)C)C(=O)N1CCC(CC1)C(=O)C=1SC=CN1